FC1(C(CC1(F)F)C1=C(N=NN1C)C(=O)O)F 2,2,3,3-tetrafluorocyclobutyl-(methyl)-1H-1,2,3-triazole-4-carboxylic acid